glycidyloxypropyl-methyl-diethoxysilane 2-methoxy-2-methylpropyl-(R)-(5-(5-ethyl-1,2,4-oxadiazol-3-yl)-2,3-dihydro-1H-inden-1-yl)carbamate COC(CN(C(O)=O)[C@@H]1CCC2=CC(=CC=C12)C1=NOC(=N1)CC)(C)C.C(C1CO1)OCCC[Si](OCC)(OCC)C